(2,3,4-trifluorophenyl) borate B(OC1=C(C(=C(C=C1)F)F)F)([O-])[O-]